COC1=CC=C(C=C1)/C(=C\1/C(NC2=CC=C(C=C12)C(=O)OC)=O)/NC1=CC=C(C=C1)N(C(CN1CCN(CC1)C)=O)C Methyl (Z)-3-((4-methoxyphenyl)((4-(N-methyl-2-(4-methylpiperazin-1-yl)acetamido)phenyl)amino)methylene)-2-oxoindoline-5-carboxylate